BrC=1C=C(C(=NC1)C(NC)=S)SCC 5-bromo-3-(ethylsulfanyl)-N-methylpyridine-2-thiocarboxamide